COCN1CC2=C(CC1)NN=C2C(=O)N2CCC(CC2)C2=C(C=CC=C2)C(F)(F)F (5-(methoxymethyl)-4,5,6,7-tetrahydro-1H-pyrazolo[4,3-c]pyridin-3-yl)(4-(2-(trifluoromethyl)phenyl)piperidin-1-yl)methanone